ClC=1C(=NC=CC1C=1C(=C(C=CC1)NC(C1=NC=C(C=C1)CNC[C@H](C)O)=O)C)C1=CC(=C(C=C1)CNC[C@H](C)O)OC N-(3-(3-Chloro-2-(4-((((S)-2-hydroxypropyl)amino)methyl)-3-methoxyphenyl)pyridin-4-yl)-2-methylphenyl)-5-((((S)-2-hydroxypropyl)amino)methyl)picolinamide